ClC1=CNC=2N=CN=C(C21)N2CC1(CC2)CCNCC1 2-(5-chloro-7H-pyrrolo[2,3-d]pyrimidin-4-yl)-2,8-diazaspiro[4.5]decane